2-(5-fluoro-3-pyridinyl)cyclopropylamine hydrochloride Cl.FC=1C=C(C=NC1)C1C(C1)N